C(C)(C)C=1C(=NNC1C=1C=C(C=2N(C1)N=CN2)OC)C=2SC(=C(N2)C)N2[C@@H](CN(CC2)CCC)C (R)-2-(4-isopropyl-5-(8-methoxy-[1,2,4]triazolo[1,5-a]pyridin-6-yl)-1H-pyrazol-3-yl)-4-methyl-5-(2-methyl-4-propylpiperazin-1-yl)thiazole